ClC1=C(C=C(C=C1C(=O)N1[C@H](C=2C(CC1)=C(N(N2)C)C2=CC(=CC(=C2)F)F)C)F)C=2C=CC(NC2)=O 5-[2-chloro-3-[(7S)-3-(3,5-difluorophenyl)-2,7-dimethyl-5,7-dihydro-4H-pyrazolo[3,4-c]pyridine-6-carbonyl]-5-fluoro-phenyl]-1H-pyridin-2-one